CC1C(CCC2=CC=C(C=C12)OC1=C(C=CC=C1)C1=CC(=CC=C1)F)NC(=O)OC(C)(C)C Methyl-2-((tert-butoxycarbonyl)amino)-7-((3'-fluoro-[1,1'-biphenyl]-2-yl)oxy)-1,2,3,4-tetrahydronaphthalene